N1(CCNCC1)C=1N=CC2=C(N1)CCN(C2)C(=O)OC(C)(C)C tert-butyl 2-(piperazin-1-yl)-5H,6H,7H,8H-pyrido[4,3-d]pyrimidine-6-carboxylate